7-[1-(2,2-difluoroethyl)-3-methyl-1H-pyrazolo[3,4-d]pyrimidin-6-yl]-2-[2-(trifluoromethyl)pyridin-4-yl]-2,7-diazaspiro[4.4]nonan-1-one FC(CN1N=C(C=2C1=NC(=NC2)N2CC1(CCN(C1=O)C1=CC(=NC=C1)C(F)(F)F)CC2)C)F